o-Toluic acid CC1=CC=CC=C1C(=O)O